N1=CC=C2N1C=CC(=C2)C=2OC(=CN2)C(=O)OCC ethyl 2-pyrazolo[1,5-a]pyridin-5-yloxazole-5-carboxylate